C(C)(C)[Si](C(C)C)(C(C)C)N[Si](C(C)C)(C(C)C)C(C)C di(triisopropyl-silyl)amine